O=C1NC(CCC1N1C(C2=CC=CC(=C2C1=O)NC(CC1CCN(CC1)C(=O)OC(C)(C)C)=O)=O)=O tert-butyl 4-(2-((2-(2,6-dioxopiperidin-3-yl)-1,3-dioxoisoindolin-4-yl)amino)-2-oxoethyl)-piperidine-1-carboxylate